FC=1C2=C(C(=NC1)C)CC(C2)NC2CCC1(CN(C(O1)=O)C1=NC3=C(OCC(N3COCC[Si](C)(C)C)=O)N=C1)CC2 trans-6-[8-[(4-Fluoro-1-methyl-6,7-dihydro-5H-cyclopenta[c]pyridin-6-yl)amino]-2-oxo-1-oxa-3-azaspiro[4.5]decan-3-yl]-4-(2-trimethylsilylethoxymethyl)pyrazino[2,3-b][1,4]oxazin-3-one